C(C1=CC=CC=C1)N1CCC(CC1)CCNC(=O)N1CCN(CC1)C1=CC=C(C=C1)C#N N-[2-(1-benzylpiperidin-4-yl)ethyl]-4-(4-cyanophenyl)piperazine-1-carboxamide